ClC1=CC2=C(C(CC3(O2)CN(C3)C(=O)NCC=3C=C2C=C(NC2=CC3)Cl)=O)C=C1 7'-chloro-N-[(2-chloro-1H-indol-5-yl)methyl]-4'-oxo-3',4'-dihydrospiro[azetidine-3,2'-[1]benzopyran]-1-carboxamide